1-((5-methoxy-1-methyl-2-(2-methyl-3'-(3-morpholinopropoxy)-[1,1'-biphenyl]-3-yl)-1H-benzo[d]imidazol-6-yl)methyl)piperidine-2-acetic acid COC1=CC2=C(N(C(=N2)C=2C(=C(C=CC2)C2=CC(=CC=C2)OCCCN2CCOCC2)C)C)C=C1CN1C(CCCC1)CC(=O)O